ClC=1C2=C(N=CN1)N(C=C2)[C@@H]2C[C@@H]([C@H]1OC(O[C@H]12)(C)C)C=O (3aS,4R,6S,6aR)-4-(4-chloropyrrolo[2,3-d]pyrimidin-7-yl)-2,2-dimethyl-4,5,6,6a-tetrahydro-3aH-cyclopenta[d][1,3]dioxole-6-carbaldehyde